N-({4-[2-(2-aminopyridin-3-yl)imidazo[4,5-b]pyridin-3-yl]phenyl}methyl)-2-(2-fluoro-4-formyl-3-hydroxyphenyl)acetamide NC1=NC=CC=C1C1=NC=2C(=NC=CC2)N1C1=CC=C(C=C1)CNC(CC1=C(C(=C(C=C1)C=O)O)F)=O